5-methyl-2-(morpholine-4-carbonyl)-1H-pyrrolo[3,2-b]pyridine 4-oxide CC1=CC=C2C(=[N+]1[O-])C=C(N2)C(=O)N2CCOCC2